N-((5-(4-(((3S,4R)-3-fluoro-1-methylpiperidin-4-yl)amino)-1-(2,2,2-trifluoroethyl)-1H-indol-2-yl)-1,3,4-thiadiazol-2-yl)methyl)benzamide F[C@H]1CN(CC[C@H]1NC1=C2C=C(N(C2=CC=C1)CC(F)(F)F)C1=NN=C(S1)CNC(C1=CC=CC=C1)=O)C